CC(C(C=O)NC(OC(C)(C)C)=O)(C)C Tert-butyl 3,3-dimethyl-1-oxobutan-2-ylcarbamate